benzyl (1R,2S,4R,6R)-2-(4-bromophenyl)-4-(cyclopropylmethoxy)-6-((2-fluoro-4-(trifluoromethyl)phenyl)carbamoyl)cyclohexane-1-carboxylate BrC1=CC=C(C=C1)[C@@H]1[C@H]([C@@H](C[C@@H](C1)OCC1CC1)C(NC1=C(C=C(C=C1)C(F)(F)F)F)=O)C(=O)OCC1=CC=CC=C1